1-(2,6-Dimethoxyphenyl)-2-(6-ethoxypyridin-2-yl)-N-methyl-1H-imidazo[4,5-b]pyrazin-6-amine COC1=C(C(=CC=C1)OC)N1C(=NC=2C1=NC(=CN2)NC)C2=NC(=CC=C2)OCC